ClC=1C=C(C=NC1N1N=CC=C1)NC(=O)C=1C=NN(C1C(F)(F)F)C=1C=2C3=C(C(NC3=CC1)=C=O)C=CC2 N-(5-chloro-6-(1H-pyrazol-1-yl)pyridin-3-yl)-1-(2-carbonyl-1,2-dihydrobenzo[cd]indol-6-yl)-5-(trifluoromethyl)-1H-pyrazole-4-carboxamide